C(C1=CC=CC=C1)S(=O)(=O)OC=1C=C(C=CC1)NC(=O)NC1=CC(=CC=C1)OS(=O)(=O)CC N-[3-(benzylsulfonyloxy)phenyl]-N'-[3-(ethanesulfonyloxy)phenyl]urea